((tert-butyldimethylsilyloxy)methyl)-N-(4-fluorophenyl)-N-methylpyridineamide [Si](C)(C)(C(C)(C)C)OCC=1C(=NC=CC1)C(=O)N(C)C1=CC=C(C=C1)F